N-((R)-1-(3-(difluoromethyl)-2-fluorophenyl)ethyl)-4-(((1R,5S,6s)-3-methyl-3-azabicyclo[3.1.0]hex-6-yl)amino)-1-((1R,2R)-2-methylcyclopropyl)-6-oxo-1,6-dihydropyridine-3-carboxamide FC(C=1C(=C(C=CC1)[C@@H](C)NC(=O)C1=CN(C(C=C1NC1[C@@H]2CN(C[C@H]12)C)=O)[C@H]1[C@@H](C1)C)F)F